CN[C@@H](C)C(=O)O.NC1=CC=C2CN(C(C2=C1)=O)CC1=CC=NC=C1 |r| 4-(6-amino-1-oxoisoindolin-2-yl)methylpyridine (±)-Methyl-alaninate